3H-indol-1-ium iodide [I-].[NH+]1=CCC2=CC=CC=C12